N[C@@H](C(=O)O)CCSC |r| DL-2-amino-4-(methyl-mercapto)butyric acid